4-Heptylbenzonitrile C(CCCCCC)C1=CC=C(C#N)C=C1